3-(3-cyclopropyl-4-(5-fluoro-6-methylpyridin-2-yl)-1H-pyrazol-1-yl)cyclobutan-1-one C1(CC1)C1=NN(C=C1C1=NC(=C(C=C1)F)C)C1CC(C1)=O